C(C)(C)(C)OC(=O)N1C=CC2=C(C(=CC(=C12)C)C)C[C@@H]1CN(C[C@H]1C1=CC=C(C=C1)C#N)C(=O)OC(C)(C)C.CC1=C(C(=CC(=C1)C)C)[I+]C1=C(C=C(C=C1C)C)C |r| bis(2,4,6-trimethylphenyl)iodonium racemic-tert-butyl-4-(((3S*,4R*)-1-(tert-butoxycarbonyl)-4-(4-cyanophenyl)pyrrolidin-3-yl)methyl)-5,7-dimethyl-1H-indole-1-carboxylate